N-(4-(4,4-difluoropiperidin-1-yl)-6-methylpyrimidin-2-yl)-4-(N-(methylsulfonyl)methylsulfonamido)-2-(6-azaspiro[2.5]octan-6-yl)benzamide FC1(CCN(CC1)C1=NC(=NC(=C1)C)NC(C1=C(C=C(C=C1)N(S(=O)(=O)C)S(=O)(=O)C)N1CCC2(CC2)CC1)=O)F